1-(2,2-difluoroethyl)-6-(2-(4-methyl-2-(trifluoromethyl)pyrimidin-5-yl)-2,6-diazaspiro[3.4]octan-6-yl)-1H-pyrazolo[3,4-b]pyrazine FC(CN1N=CC=2C1=NC(=CN2)N2CC1(CN(C1)C=1C(=NC(=NC1)C(F)(F)F)C)CC2)F